6-[(1-Acetyl-4-piperidyl)oxy]-2-[(2R)-3-(3,4-dihydro-1H-isochinolin-2-yl)-2-hydroxypropyl]-3,4-dihydroisochinolin-1-on C(C)(=O)N1CCC(CC1)OC=1C=C2CCN(C(C2=CC1)=O)C[C@@H](CN1CC2=CC=CC=C2CC1)O